1,3-dimethyl-5-((5-methyl-6-(4-(trifluoromethyl)piperidin-1-yl)pyridin-3-yl)amino)-1,3-dihydro-2H-benzo[d]imidazol-2-one CN1C(N(C2=C1C=CC(=C2)NC=2C=NC(=C(C2)C)N2CCC(CC2)C(F)(F)F)C)=O